O=C1CC(C1)C(=O)N 3-oxoCyclobutane-1-carboxamide